2-Ethylsulfanyl-8-[(1R)-1-[[2-(2-fluorophenyl)-3-pyridyl]amino]ethyl]-3,6-dimethyl-chromen-4-one C(C)SC=1OC2=C(C=C(C=C2C(C1C)=O)C)[C@@H](C)NC=1C(=NC=CC1)C1=C(C=CC=C1)F